ClCC(C(C(=O)OCC)=COCC)=O ethyl 4-chloro-2-(ethoxymethylene)-3-oxobutyrate